1,2,3,4-tetrahydroisoquinolin-5-yl (3S)-4-(N,3-dicyclohexyl-D-alanyl)-3-[(thiophen-2-ylmethyl)carbamoyl]piperazine-1-carboxylate C1(CCCCC1)N[C@H](CC1CCCCC1)C(=O)N1[C@@H](CN(CC1)C(=O)OC1=C2CCNCC2=CC=C1)C(NCC=1SC=CC1)=O